3-Chloro-1-(3-chloropropylamino)-2-propanol ClCC(CNCCCCl)O